N#[C-].CC1=CC=C(C=C1)C1=CC=CC=C1 4-methylbiphenyl isonitrile